1,4-diisopropenylnaphthalene C(=C)(C)C1=CC=C(C2=CC=CC=C12)C(=C)C